4-amino-8-[2-fluoro-5-[(1-methyltriazol-4-yl)methoxy]phenyl]-2-oxo-N-propyl-1H-quinoline-3-carboxamide NC1=C(C(NC2=C(C=CC=C12)C1=C(C=CC(=C1)OCC=1N=NN(C1)C)F)=O)C(=O)NCCC